N-(5-fluoro-2-(2-methoxyethoxy)phenyl)thiophene-2-carboxamide FC=1C=CC(=C(C1)NC(=O)C=1SC=CC1)OCCOC